BrC=1C(N(C2=CC(=NC=C2C1)Cl)CC1CC1)=O 3-bromo-7-chloro-1-(cyclopropylmethyl)-1,6-naphthyridin-2(1H)-one